FC=1C=C(C(=NC1)CN)OC 1-(5-fluoro-3-methoxypyridin-2-yl)methanamine